ClS(=O)(=O)C1=CC(=NC=C1)NC(OC(C)(C)C)=O tert-butyl (4-(chlorosulfonyl)pyridin-2-yl)carbamate